COC=1C=C(C=C2C(=NC=NC12)NCC1=NOC(=N1)C)C1=NC=C(C=C1)C 8-Methoxy-N-((5-methyl-1,2,4-oxadiazol-3-yl)methyl)-6-(5-methylpyridin-2-yl)quinazolin-4-amine